C(\C=C\C1=CC(O)=C(O)C=C1)(=O)N[C@@H](CCCCN)C(=O)O caffeoyl-lysine